1-[[2-(difluoro-methoxy)pyridin-4-yl]methyl]-3-[rac-(1R,5S)-6,6-difluoro-3-bicyclo[3.1.0]hexanyl]urea FC(OC1=NC=CC(=C1)CNC(=O)NC1C[C@H]2C([C@H]2C1)(F)F)F |r|